C1(CC1)CNC=1C(=C(C(=C(C1)C1(C=C(NN1)C(F)(F)F)C(=O)N)F)C)C1=CC=CC=C1 5-(((cyclopropylmethyl)amino)(phenyl)(methyl)-2-fluorophenyl)-3-(trifluoromethyl)-1H-pyrazole-5-carboxamide